C(C)(C)(C)C=1C=2N(C=CC1C(C(F)(F)F)(F)F)N=NC2C(=O)OC[C@@H]2[C@H]([C@H]([C@@H](O2)N2C(=O)NC(=O)C(=C2)O)O)O 5-hydroxy-uridine tert-butyl-5-(1,1,2,2,2-pentafluoroethyl)triazolo[1,5-a]pyridine-3-carboxylate